Methyl 2-[4-(azetidin-3-yl)phenyl]benzoate N1CC(C1)C1=CC=C(C=C1)C1=C(C(=O)OC)C=CC=C1